N-[(3S,4S)-4-hydroxyoxolan-3-yl]-2-phenylacetamide O[C@H]1[C@H](COC1)NC(CC1=CC=CC=C1)=O